ClC1=CC2=C(N=CN=C2NC2=CC(=C(C=C2)OC2=CC3=C(N(C=N3)C)C=C2)F)C=N1 6-chloro-N-{3-fluoro-4-[(1-methyl-1,3-benzodiazol-5-yl)oxy]phenyl}pyrido[3,4-d]pyrimidin-4-amine